C(#N)C1=CC=C(C=N1)CNC(=O)C=1C(=C2C=CC(=NC2=CN1)N1C(CNCC1)=O)O N-((6-cyanopyridin-3-yl)methyl)-5-hydroxy-2-(2-oxopiperazin-1-yl)-1,7-naphthyridine-6-carboxamide